2-chloro-1,3-dimethylimidazolinium chloride CN1CC[N+](=C1Cl)C.[Cl-]